2-methyl-3-phenoxy-1-(2-phenylethyl)-1H-pyrrole CC=1N(C=CC1OC1=CC=CC=C1)CCC1=CC=CC=C1